1-(4-(2-(Butylamino)ethyl)benzyl)-3-fluoro-2-(o-tolyl)-1H-indol C(CCC)NCCC1=CC=C(CN2C(=C(C3=CC=CC=C23)F)C2=C(C=CC=C2)C)C=C1